NCC1CN(C1)C1=C(C=NC2=CC=C(C=C12)C=1C(=C(C#N)C=C(C1)F)O)C1=CC(=CC(=C1)F)Cl 3-{4-[3-(aminomethyl)azetidin-1-yl]-3-(3-chloro-5-fluorophenyl)quinolin-6-yl}-5-fluoro-2-hydroxybenzonitrile